CC(C(SCCCCCCC(=O)NC1=CC=C2C=CNC2=C1)=O)C S-(7-((1H-indol-6-yl)amino)-7-oxoheptyl) 2-methylpropane-thioate